(S)-N-(4-((3-Fluorobenzyl)Oxy)Benzyl)Pyrrolidine-2-Carboxamide Hydrochloride Cl.FC=1C=C(COC2=CC=C(CNC(=O)[C@H]3NCCC3)C=C2)C=CC1